(Z)-3-(3-(3,5-bis(trifluoromethyl)phenyl)-1H-1,2,4-triazol-1-yl)-N'-methyl-N'-(pyridin-3-yl)acrylohydrazide FC(C=1C=C(C=C(C1)C(F)(F)F)C1=NN(C=N1)\C=C/C(=O)NN(C=1C=NC=CC1)C)(F)F